acrylic bicyclo[6.2.2]Dodecyl ester C12(CCCCCCC(CC1)CC2)OC(C=C)=O